N-((2-oxo-1,2-dihydropyridin-3-yl)methyl)propanamide O=C1NC=CC=C1CNC(CC)=O